Cl.N[C@H](C(=O)NC1=CC=C(C=C1)SCC1=CC=CC=C1)CC1=NC=CC=C1 (S)-2-amino-N-(4-(benzylthio)phenyl)-3-(pyridin-2-yl)propanamide hydrochloride